(4-(dimethylamino)thiophen-2-yl)boric acid CN(C=1C=C(SC1)OB(O)O)C